tert-Butyl 3-(((S)-3-(6-((R)-1-((6-chloro-2-(methoxycarbonyl)pyridin-3-yl)amino)ethyl)-4-methylpyridin-2-yl)-2-oxooxazolidin-4-yl)methyl)-1H-indole-1-carboxylate ClC1=CC=C(C(=N1)C(=O)OC)N[C@H](C)C1=CC(=CC(=N1)N1C(OC[C@@H]1CC1=CN(C2=CC=CC=C12)C(=O)OC(C)(C)C)=O)C